ClC1=CC(=C(COC2=NC=C(C(=C2)OCC2=CC=C(C=C2)OC)C=2NC=C(C2)C(F)(F)F)C=C1)C(C)C ((4-chloro-2-isopropylbenzyl)oxy)-4-((4-methoxybenzyl)oxy)-5-(4-(trifluoromethyl)-1H-pyrrol-2-yl)pyridine